methylamine potassium salt [K].CN